CN1N=CC2=CC(=CC=C12)CN(CCC1=CC=C(C=C1)NC(=O)C1=C(C=C(C(=O)OCC=2N=CSC2)C=C1)NC(=O)C=1OC2=CC=CC=C2C(C1)=O)CC=1C=C2C=NN(C2=CC1)C Thiazol-4-ylmethyl 4-((4-(2-(bis((1-methyl-1H-indazol-5-yl)methyl)amino)ethyl)phenyl)carbamoyl)-3-(4-oxo-4H-chromene-2-carboxamido)benzoate